BrC1=C(C=C(C=C1)C=1C=NN(C1C)C)[C@@H]1CN(CCN1)C1=NC(=NC(=C1)C(C)C)N (R)-4-(3-(2-bromo-5-(1,5-dimethyl-1H-pyrazol-4-yl)phenyl)piperazin-1-yl)-6-isopropylpyrimidin-2-amine